3-chloro-N-(2,6-difluoro-4-iodo-phenyl)-2,5-dimethyl-benzenesulfonamide ClC=1C(=C(C=C(C1)C)S(=O)(=O)NC1=C(C=C(C=C1F)I)F)C